C(C)NC(C)CC1=CC2=C(C=C1)OCO2 ethyl-3,4-methylenedioxyamphetamine